C(C=C)N1C2=NC(=NC(=C2N=C1)Cl)SCCC 9-allyl-6-chloro-2-(propylsulfanyl)-9H-purine